C(C)C=1C(=C2C(=NNC2=CC1)C)N(S(=O)(=O)C=1C=NN(C1)C1=NC=CC(=C1)C)C N-(5-ETHYL-3-METHYL-1H-INDAZOL-4-YL)-N-METHYL-1-(4-METHYLPYRIDIN-2-YL)PYRAZOLE-4-SULFONAMIDE